FC1=CC=C2C(=CNC2=C1)CNC 1-(6-fluoro-1H-indol-3-yl)-N,N-dimethylamine